ClC1=CC2=C(C(=N1)N1[C@@H](COCC1)C)C=CN2S(=O)(=O)C (R)-4-(6-chloro-1-(methylsulfonyl)-1H-pyrrolo[3,2-c]pyridin-4-yl)-3-methylmorpholine